rac-cyclohex-4-ene-1,2-dicarboxylic acid C1(C(CC=CC1)C(=O)O)C(=O)O